CN1N=CC(=C1)C1=NC(=CC(=C1)N)C(F)(F)F 2-(1-methyl-1H-pyrazol-4-yl)-6-(trifluoromethyl)pyridin-4-amine